C(#CCCCCCCC#C)C1=CC=C(C=C1)CC(=O)ON1C(CCC1=O)=O 2,5-dioxopyrrolidin-1-yl 2-(4-(deca-1,9-diyn-1-yl)phenyl)acetate